C1=CC=CC=2C3=CC=CC=C3N(C12)CCC1=NN=C(O1)SCC(=O)NC1=CC=C(C=C1)OCC 2-((5-(2-(9H-carbazol-9-yl)ethyl)-1,3,4-oxadiazol-2-yl)thio)-N-(4-ethoxyphenyl)acetamide